FC1=CC=C(C=C1)C(CN1CCN(CC1)C(=O)C=1NN=C(C1)C)=O 1-(4-Fluoro-phenyl)-2-[4-(5-methyl-2H-pyrazole-3-carbonyl)-piperazin-1-yl]-ethanone